FC=1C=C(C(=O)OCC)C=C(C1)C1(COC1)OC ethyl 3-fluoro-5-(3-methoxyoxetan-3-yl)benzoate